2-chloro-5-fluoro-7-(3-fluoro-2-methylbutan-2-yl)pyrrolo[2,1-f][1,2,4]triazine ClC1=NN2C(C=N1)=C(C=C2C(C)(C(C)F)C)F